5-(3H-imidazol-5-yl)-2-[({4-[(3-methoxypropyl)oxy]-3-methylpyridin-2-yl}methyl)thio]-1H-benzo[d]imidazole N1=CNC=C1C1=CC2=C(NC(=N2)SCC2=NC=CC(=C2C)OCCCOC)C=C1